FC1=CC=C(C=C1)C1=NN(C(=C1)CO)C(C(C)(O)C)C 3-(3-(4-Fluorophenyl)-5-(hydroxymethyl)-1H-pyrazol-1-yl)-2-methylbutan-2-ol